(RS)-4-((6-(4-(1H-pyrazol-1-yl)phenyl)-2,2-difluoro-7-azaspiro[3.5]non-7-yl)methyl)-5-cyclopropyl-7-methyl-1H-indole-1-carboxylic acid tert-butyl ester C(C)(C)(C)OC(=O)N1C=CC2=C(C(=CC(=C12)C)C1CC1)CN1[C@H](CC2(CC(C2)(F)F)CC1)C1=CC=C(C=C1)N1N=CC=C1 |r|